N1C[C@H](C(=O)OCC)CCC1 |r| (±)-ethyl nipecotate